BrC=1C=C(C=2C(=NN(N2)C2CCN(CC2)C(=O)OC(C)(C)C)C1)F tert-butyl 4-(6-bromo-4-fluoro-benzotriazol-2-yl)piperidine-1-carboxylate